BrCCCCCCCOC1OCCCC1 2-[(7-bromoheptyl)oxy]oxane